C1CCC2=CC=C3C(=C12)CC=1C=CC=CC13 indenoindane